(S)-2-(2,5-difluoro-4-(6-((1-(oxetan-3-yl)-1H-pyrazol-3-yl)methoxy)pyridin-2-yl)benzyl)-1-(oxetan-2-ylmethyl)-1H-benzo[d]imidazole-6-carboxylic acid FC1=C(CC2=NC3=C(N2C[C@H]2OCC2)C=C(C=C3)C(=O)O)C=C(C(=C1)C1=NC(=CC=C1)OCC1=NN(C=C1)C1COC1)F